ClC1=CC(=C(C(=C1)F)N1N=C(C=C1)C=1C=CC(=C(C1)CNC(OC)=O)C)F methyl N-[[5-[1-(4-chloro-2,6-difluorophenyl)-1H-pyrazol-3-yl]-2-methylphenyl]methyl]carbamate